C(C)N1CCN(CC1)CCNC(CCC(=O)OC1=C(C=CC=C1C(C)C)C(C)C)=O 2,6-diisopropylphenyl 4-((2-(4-ethylpiperazin-1-yl)ethyl)amino)-4-oxobutanoate